(((2S,4S)-4-((2-(((3,5-Difluoropyridin-2-yl)oxy)methyl)pyrimidin-4-yl)oxy)-2-methylpiperidin-1-yl)methyl)-1-(((S)-tetrahydrofuran-2-yl)methyl)-1H-benzo[d]imidazole-6-carboxylic acid FC=1C(=NC=C(C1)F)OCC1=NC=CC(=N1)O[C@@H]1C[C@@H](N(CC1)CC1=NC2=C(N1C[C@H]1OCCC1)C=C(C=C2)C(=O)O)C